N-(tert-butyl)-3-(5'-hydroxyspiro[cyclohexane-1,3'-indoline]-1'-carbonyl)benzenesulfonamide C(C)(C)(C)NS(=O)(=O)C1=CC(=CC=C1)C(=O)N1CC2(C3=CC(=CC=C13)O)CCCCC2